amino-hydroxy alcohol NOO